1-methoxy-6,6,9-trimethyl-3-pentyl-benzo[c]chromene COC1=C2C3=C(C(OC2=CC(=C1)CCCCC)(C)C)C=CC(=C3)C